ClC1=NC=C(C(=N1)NCC1=CC=C(C=C1)C=1N(C=C(N1)C(F)(F)F)COC)NC 2-chloro-N4-[[4-[1-(methoxymethyl)-4-(trifluoromethyl)imidazol-2-yl]phenyl]methyl]-N5-methyl-pyrimidine-4,5-diamine